C1(CCC1)C1=CC(=C(C(=O)N2CCC(CC2)C2=C(C#N)C=CC=C2)C=C1C1=NN=C(N1)C(C)C)C (1-(4-cyclobutyl-5-(5-isopropyl-4H-1,2,4-triazol-3-yl)-2-methylbenzoyl)piperidin-4-yl)benzonitrile